tert-butyl 4-[5-[[4-methyl-6-(methylamino) pyrimidin-2-yl]amino]-2,3-dihydrobenzofuran-7-yl]-3,6-dihydro-2H-pyridine-1-carboxylate CC1=NC(=NC(=C1)NC)NC=1C=C(C2=C(CCO2)C1)C=1CCN(CC1)C(=O)OC(C)(C)C